FC(C1CCCCC1)(F)F (1r,4r)-4-(trifluoromethyl)cyclohexan